Cl.C(C1=CC=CC=C1)NS(=O)(=O)C1=CC(=CC=C1)C1=NC2=C(C=CN=C2C=C1)N1CCNCC1 N-benzyl-3-[8-(piperazin-1-yl)-1,5-naphthyridin-2-yl]benzene-1-sulfonamide hydrochloride